COC=1C2=CNN=C2C(=CC1C1=CN(C(C=C1)=O)C)C(=O)N 4-methoxy-5-(1-methyl-6-oxo-1,6-dihydropyridin-3-yl)-2H-indazole-7-carboxamide